CC1C(CCC(=C1)C)C=O 2,4-dimethylcyclohex-3-enal